7-[(4-Chlorophenyl)methyl]-3-(5,5-dimethyl-2-oxa-5-silahex-1-yl)-1-(3-hydroxypropyl)-1,2,3,6-tetrahydropurine-2,6-dione ClC1=CC=C(C=C1)CN1C=NC=2N(C(N(C(C12)=O)CCCO)=O)COCC[Si](C)(C)C